tert-butyl (2S,4R)-2-[2-[6-[[5-(5-fluoropyrimidin-4-yl)thiazol-2-yl]amino]imidazo[4,5-c]pyridin-1-yl]ethylcarbamoyl]-4-hydroxy-pyrrolidine-1-carboxylate FC=1C(=NC=NC1)C1=CN=C(S1)NC1=CC2=C(C=N1)N=CN2CCNC(=O)[C@H]2N(C[C@@H](C2)O)C(=O)OC(C)(C)C